FC=1C=CC=2N(C3=CC=C(C=C3C2C1)F)CC(CN1C(C(CC1)(F)F)=O)O 1-(3-(3,6-difluoro-9H-carbazol-9-yl)-2-hydroxypropyl)-3,3-difluoropyrrolidin-2-one